4-chloro-2-(1-((R)-6-fluoro-6,7-dihydro-5H-pyrrolo[1,2-c]imidazol-1-yl)but-3-yn-1-yl)-2H-indazole ClC=1C2=CN(N=C2C=CC1)C(CC#C)C1=C2N(C=N1)C[C@@H](C2)F